C(CCC)(=O)C1=CC(=C(C=N1)C=1C=NC2=CC(=NC=C2C1)NC(=O)[C@@H]1C(C1)(F)F)C (R)-N-(3-(6-butyryl-4-methylpyridin-3-yl)-1,6-naphthyridin-7-yl)-2,2-difluorocyclopropane-1-carboxamide